FC(OC=1C=C(C=CC1)S(=O)(=O)Cl)(F)F 3-(trifluoromethoxy)benzenesulfonyl chloride